COCC1N(CC2(C1)CCN(CC2)C=2C1=C(N=C(N2)C2=CC=NC=C2)C=NC=C1)C(=O)OCC1=CC=CC=C1 benzyl 3-(methoxymethyl)-8-(2-(pyridin-4-yl) pyrido[3,4-d]pyrimidin-4-yl)-2,8-diazaspiro[4.5]decane-2-carboxylate